CN1N=CC(=C1)C=1SC=C(N1)C(=O)NC1CCN(CC1)CC(F)(F)F 2-(1-methyl-1H-pyrazol-4-yl)-N-(1-(2,2,2-trifluoroethyl)piperidin-4-yl)thiazole-4-carboxamide